tert-butyl (2S,4R)-2-[[7-fluoro-2-(hydroxymethyl)indan-5-yl]carbamoyl]-4-methoxy-pyrrolidine-1-carboxylate FC=1C=C(C=C2CC(CC12)CO)NC(=O)[C@H]1N(C[C@@H](C1)OC)C(=O)OC(C)(C)C